N1C(CC=CC1=O)=O Pyridine-2,6-dione